3,7-dinaphthyl-dibenzothiophene tert-butyl-(2-(3-(3-((6-(cyclopropanecarboxamido)-3-(methylcarbamoyl)pyridazin-4-yl)amino)-2-methoxyphenyl)-1H-1,2,4-triazol-1-yl)ethyl)carbamate C(C)(C)(C)N(C(O)=O)CCN1N=C(N=C1)C1=C(C(=CC=C1)NC1=C(N=NC(=C1)NC(=O)C1CC1)C(NC)=O)OC.C1(=CC=CC2=CC=CC=C12)C=1C=CC2=C(SC3=C2C=CC(=C3)C3=CC=CC2=CC=CC=C32)C1